CC(CC(=O)OCCCCCCN(CCCNC(=O)C=1C=C(C(=O)OC2=C(C(=C(C(=C2F)F)F)F)F)C=C(C1)C(NCCCN(CCCCCCOC(CC(CCCC(C)C)C)=O)CCCCCCOC(CC(CCCC(C)C)C)=O)=O)CCCCCCOC(CC(CCCC(C)C)C)=O)CCCC(C)C (2,3,4,5,6-pentafluorophenyl) 3,5-bis[3-[bis[6-(3,7-dimethyloctanoyloxy)hexyl]amino]propylcarbamoyl]benzoate